4-chlorobenzenesulfinic acid sodium salt [Na+].ClC1=CC=C(C=C1)S(=O)[O-]